FC=1C=C(CN2C(=NC3=NC=C(C=C32)N3C=CC=2C3=NC(=CN2)C(C)(C)O)OC)C=C(C1)F 2-(5-(1-(3,5-difluorobenzyl)-2-methoxy-1H-imidazo[4,5-b]pyridin-6-yl)-5H-pyrrolo[2,3-b]pyrazin-3-yl)propan-2-ol